CC1(OB(OC1(C)C)C1=C2C=NNC2=CC=C1)C 4-(4,4,5,5-tetramethyl-1,3,2-dioxaborolan-2-yl)-1H-indazole